C(C(=C)C)(=O)OC1=CC=CC2=CC3=CC4=CC5=CC=CC=C5C=C4C=C3C=C12 pentacenyl methacrylate